5-(4-((2-ethyl-3-oxo-1,2-dihydroquinoxalin-6-yl)methyl)piperazin-1-yl)-N-methylpyridine-2-carboxamide C(C)C1NC2=CC=C(C=C2NC1=O)CN1CCN(CC1)C=1C=CC(=NC1)C(=O)NC